OC[C@@](C)(O)C=1C=C(SC1)[S@@](=O)(N)=NC(NC1=C2C(=NC3=C1CCC3)C(CC2)(C)C)=O (R)-4-((S)-1,2-dihydroxypropan-2-yl)-N'-((3,3-dimethyl-1,2,3,5,6,7-hexahydrodicyclopenta[b,e]pyridin-8-yl)carbamoyl)thiophene-2-sulfonimidamide